N1CCC(CC1)N1N=CC(=C1)NC(=O)C1=NOC(=C1)C1=NC=CC=C1 N-(1-(piperidin-4-yl)-1H-pyrazol-4-yl)-5-(pyridin-2-yl)isoxazole-3-carboxamide